FC(C(=O)O)(F)F.COC1=NC(=NC(=C1)C)NC(=O)C1CNC1 N-(4-methoxy-6-methylpyrimidin-2-yl)azetidine-3-carboxamide trifluoroacetate